[Br].C=CC1=CC=CC=C1 trans-styrene bromine